C(C)OC(CC(C)OC(CCCCC(=O)O)=O)=O adipic acid mono-(4-ethoxy-4-oxo-butan-2-yl)ester